cis-3-((4-(2-(ethoxymethoxy)-4-ethynylphenyl)thieno[2,3-d]pyridazin-7-yl)amino)-1-methylcyclobutan-1-ol C(C)OCOC1=C(C=CC(=C1)C#C)C1=C2C(=C(N=N1)NC1CC(C1)(O)C)SC=C2